4-toluenesulfonyl-hydrazinium CC1=CC=C(C=C1)S(=O)(=O)[NH2+]N